2-((6,7-dimethylpyrazolo[1,5-a]pyridin-3-yl)(imino)methyl)-6-methylphenol CC=1C=CC=2N(C1C)N=CC2C(C2=C(C(=CC=C2)C)O)=N